Methyl 5-acetamido-4,7,8,9-tetra-O-acetyl-3,5-dideoxy-D-glycero-D-galacto-non-2-ulopyranosonate C(C)(=O)N[C@@H]1[C@H](CC(C(=O)OC)(O)O[C@H]1[C@H](OC(C)=O)[C@H](OC(C)=O)COC(C)=O)OC(C)=O